ClC1=CC(=CS1)C1=CC(=CN1)S(=O)(=O)NC1=C(C=C(C=C1)C#N)F 5-(5-chlorothiophen-3-yl)-N-(4-cyano-2-fluorophenyl)-1H-pyrrole-3-sulfonamide